trans-N-[2-fluoro-3-(4-methyl-6-oxo-1,6-dihydropyrimidin-2-yl)-4-(trifluoromethyl)benzyl]-4-{[4-(trifluoromethyl)benzyl]oxy}cyclohexane-1-carboxamide FC1=C(CNC(=O)[C@@H]2CC[C@H](CC2)OCC2=CC=C(C=C2)C(F)(F)F)C=CC(=C1C=1NC(C=C(N1)C)=O)C(F)(F)F